FC1([C@@H]([C@@H](N(C1)C(C(C)(C)O)=O)CC=1C(=C(C=CC1)C1=CC(=CC=C1)OC)F)NS(=O)(=O)C)F N-[(2S,3R)-4,4-difluoro-2-[(2-fluoro-3'-methoxy[1,1'-biphenyl]-3-yl)methyl]-1-(2-hydroxy-2-methylpropanoyl)pyrrolidin-3-yl]methanesulfonamide